[N-](S(=O)(=O)C(F)(F)F)S(=O)(=O)C(F)(F)F.C(C=C)N1CN(C=C1)CCC 1-allyl-3-propylimidazole bistrifluoromethanesulfonimide salt